ClC1=CC=C(CC(C(C=CC2=CC=C(C=C2)Cl)=O)C(CC)O)C=C1 4-(4-chlorobenzyl)-1-(4-chlorophenyl)-5-hydroxyhept-1-en-3-one